3-(4-chlorophenyl)-adamantane-1-carboxylic acid (pyridin-4-ylmethyl)amide N1=CC=C(C=C1)CNC(=O)C12CC3(CC(CC(C1)C3)C2)C2=CC=C(C=C2)Cl